tert-Butyl N-[(2S)-1-[(2S,4R)-2-[5-[(4-bromophenyl)methyl]-1H-imidazol-2-yl]-4-hydroxypyrrolidin-1-yl]-3,3-dimethyl-1-oxobutan-2-yl]carbamate BrC1=CC=C(C=C1)CC1=CN=C(N1)[C@H]1N(C[C@@H](C1)O)C([C@H](C(C)(C)C)NC(OC(C)(C)C)=O)=O